C(CCCCCCCC)(=O)O.C([C@H](O)[C@H](O)CO)O erythritol n-nonanoate